4-{4-[(5R)-5-(2,6-difluorophenyl)-4,5-dihydro-1,2-oxazol-3-yl]-1,3-thiazol-2-ylpiperidin-1-yl}-2-[5-methyl-3-(trifluoromethyl)-1H-pyrazol-1-yl]ethanone FC1=C(C(=CC=C1)F)[C@H]1CC(=NO1)C=1N=C(SC1)C1N(CCCC1)C=1C(=NN(C1C)CC=O)C(F)(F)F